(R)-1-(2-chloropyridin-3-yl)ethyl (4-(5-(5-cyanospiro[2.3]hexane-5-carboxamido)pyridin-2-yl)-1-methyl-1H-1,2,3-triazol-5-yl)carbamate C(#N)C1(CC2(CC2)C1)C(=O)NC=1C=CC(=NC1)C=1N=NN(C1NC(O[C@H](C)C=1C(=NC=CC1)Cl)=O)C